NC1=CC=C2CCCC(C2=C1Br)=O 7-Amino-8-bromo-3,4-dihydronaphthalen-1(2H)-one